C(C)(C)(C)C1=NOC(=C1)C[C@H]1O[C@@H]([C@@H]([C@@H]([C@H]1O)N1N=NC(=C1)C1=C(C(=C(C=C1)F)F)F)O)CO (2R,3R,4R,5R,6R)-2-((3-(tert-butyl)isoxazol-5-yl)methyl)-6-(hydroxymethyl)-4-(4-(2,3,4-trifluorophenyl)-1H-1,2,3-triazol-1-yl)tetrahydro-2H-pyran-3,5-diol